8-[(1R)-1-Hydroxyethyl]-3,6-dimethyl-2-[1-(2-oxabicyclo[2.1.1]hexan-1-ylmethyl)pyrazol-4-yl]chromen-4-one O[C@H](C)C=1C=C(C=C2C(C(=C(OC12)C=1C=NN(C1)CC12OCC(C1)C2)C)=O)C